[N-](C#N)C#N.C(C)N1CN(C=C1)C 1-ethyl-3-methylimidazole dicyanamide salt